N-(3-cyano-4-methyl-1H-indol-7-yl)-1-cyclopentyl-pyrazole-4-sulfonamide C(#N)C1=CNC2=C(C=CC(=C12)C)NS(=O)(=O)C=1C=NN(C1)C1CCCC1